OCCC=1N=C(NC1[N+](=O)[O-])CO (2-hydroxyethyl)-2-hydroxymethyl-5-nitroimidazole